C(C)OC(CC1=C(C(=CC=C1)N)N)C (2-ethoxypropyl)benzene-1,2-diamine